4-acetyl-3,5-dimethyl-6-((5-methyl-1H-pyrazol-3-yl)amino)pyridin C(C)(=O)C1=C(C=NC(=C1C)NC1=NNC(=C1)C)C